OOOOOOCCCCCCCCCCCCCCCCCC hexaoxa-tetracosane